BrC=1C=C2C(=NN(C2=CC1F)COCC[Si](C)(C)C)I 5-bromo-6-fluoro-3-iodo-1-((2-(trimethylsilyl)ethoxy)methyl)-1H-indazole